FC(C1(CC1)COS(=O)(=O)C1=CC=C(C=C1)C)(F)F (1-(trifluoromethyl)cyclopropyl-methyl)-4-methylbenzenesulfonate